C(#N)C1CCC(CC1)C(=O)OC methyl (1r,4r)-4-cyanocyclohexane-1-carboxylate